N-methyl-indoline CN1CCC2=CC=CC=C12